CN([C@H]1CN(CC1)C1=C(C=C(C=C1)NC1=NC=C(C(=N1)C1=CN(C2=C(C=CC=C12)F)C)C(F)(F)F)NC(C)=O)C (R)-N-(2-(3-(dimethylamino)pyrrolidin-1-yl)-5-((4-(7-fluoro-1-methyl-1H-indol-3-yl)-5-(trifluoromethyl)pyrimidin-2-yl)amino)phenyl)acetamide